[Ni].ClC1=NC(=NC(=C1CO)Cl)C (4,6-dichloro-2-methylpyrimidin-5-yl)methanol nickel